C(C)(=O)C1=CC=C(S1)C=1C=CC(=C(C1)NC(C1=CC=C(C=C1)S(=O)(=O)C)=O)N N-[5-(5-acetyl-2-thienyl)-2-amino-phenyl]-4-(methylsulfonyl)benzamide